BOC-L-methionine C(=O)(OC(C)(C)C)N[C@@H](CCSC)C(=O)O